BrC1=CC(=C(O[C@H](C(=O)OC)C)C=C1F)C1=NOCC1OCC methyl (2S)-2-[4-bromo-5-fluoro-2-(4-ethoxy-4,5-dihydroisoxazol-3-yl)phenoxy]propanoate